tetrahydropyrido[2,3-d]pyrimidin N1CNCC2=C1N=CC=C2